dimethyl-tin bis(2-ethylhexyl thioglycolate) C(C)C(CC(C(=O)[O-])S)CCCC.C(C)C(CC(C(=O)[O-])S)CCCC.C[Sn+2]C